C(C1=CC=CC=C1)(=S)OCN(C(C)=O)C ((N-methylacetamido) methyl) thiobenzoate